C[C@H]([CH2-])C(=O)OC.[Zn+]Br (S)-(-)-3-methoxy-2-methyl-3-oxopropylzinc bromide